C1=CC=C(C=2OC3=C(C21)C=CC=C3)C3=C(C(=NC(=C3N3C2=CC=C(C=C2C=2C=C(C=CC32)C#N)C#N)N3C2=CC=C(C=C2C=2C=C(C=CC32)C3=CC=CC=C3)C3=CC=CC=C3)N3C2=CC=C(C=C2C=2C=C(C=CC32)C3=CC=CC=C3)C3=CC=CC=C3)N3C2=CC=C(C=C2C=2C=C(C=CC32)C#N)C#N 9,9'-(4-(dibenzo[b,d]furan-4-yl)-2,6-bis(3,6-diphenyl-9H-carbazol-9-yl)pyridine-3,5-diyl)bis(9H-carbazole-3,6-dicarbonitrile)